(4-((2-chloro-6,7-dihydrothieno[3,2-d]pyrimidin-4-yl)amino)phenyl)methanol ClC=1N=C(C2=C(N1)CCS2)NC2=CC=C(C=C2)CO